N-((2-fluoro-4-methoxyphenyl)(methyl)(oxo)-λ6-sulfaneylidene)-4-((5-(trifluoromethyl)-1,2,4-oxadiazol-3-yl)methyl)benzamide FC1=C(C=CC(=C1)OC)S(=NC(C1=CC=C(C=C1)CC1=NOC(=N1)C(F)(F)F)=O)(=O)C